N[C@H]1C[C@H](N(CC1)C(=O)N1CC2(CCCC2)C(CC1)CN1C=NC(=CC1=O)C)C1=CC=CC=C1 3-((7-((2S,4R)-4-Amino-2-phenylpiperidine-1-carbonyl)-7-azaspiro[4.5]decan-10-yl)methyl)-6-methylpyrimidin-4(3H)-one